C12CC(CC(CCC1)N2)OC=2C=C1C(=NC=NC1=CC2OC)NC2=C(C(=C(C=C2)Cl)Cl)F 6-((9-azabicyclo[3.3.1]nonan-3-yl)oxy)-N-(3,4-dichloro-2-fluorophenyl)-7-methoxyquinazolin-4-amine